(R)-N'-((1,2,3,5,6,7-hexahydro-s-indacen-4-yl)carbamoyl)-4-(2-hydroxy-propan-2-yl)thiazole-2-sulfonimidamide C1CCC2=C(C=3CCCC3C=C12)NC(=O)N=[S@](=O)(N)C=1SC=C(N1)C(C)(C)O